ClC(CCCCO)C(CC)Cl 5,6-dichlorooctanol